2-(benzyloxy)-4-chloro-6-(2-chloroacetyl)-N,N-diisopropylaniline C(C1=CC=CC=C1)OC1=C(N(C(C)C)C(C)C)C(=CC(=C1)Cl)C(CCl)=O